C(C)(=O)C1=NN(C2=C(C=C(C=C12)C=1C=NC(=NC1)C)C)CC(=O)N1[C@@H]2C[C@@]2(C[C@H]1C(=O)NCCCCCCC1=CC=CC=C1)C (1R,3S,5R)-2-(2-(3-acetyl-7-methyl-5-(2-methylpyrimidin-5-yl)-1H-indazol-1-yl)acetyl)-5-methyl-N-(6-phenylhexyl)-2-azabicyclo[3.1.0]hexane-3-carboxamide